FC1=CC=C(OC2=C(C=C(C(=O)O)C=C2)\C=C/CCCCCC=C)C=C1 4-(4-fluorophenoxy)-3-[(1Z)-non-1,8-dien-1-yl]benzoic acid